Cl.NCC(C)(C)N1C(C(=CC=C1)C(=O)OC)=O methyl 1-(1-amino-2-methylpropan-2-yl)-2-oxo-1,2-dihydropyridine-3-carboxylate hydrochloride